ClC1=CC(=C(C=C1)C(C(=O)C1=CC=C(C=C1)Cl)=O)O 1-(4-chloro-2-hydroxyphenyl)-2-(4-chloro-phenyl)ethane-1,2-dione